trans-N-(4-((5-fluoro-4-(2-(2-hydroxypropan-2-yl)pyridin-4-yl)pyrimidin-2-yl)amino)cyclohexyl)acetamide FC=1C(=NC(=NC1)N[C@@H]1CC[C@H](CC1)NC(C)=O)C1=CC(=NC=C1)C(C)(C)O